2-({2-[(4-Chloro-2,6-difluorophenyl)methoxy]-3-(trifluoromethyl)-5,6,7,8-tetrahydro-1,7-naphthyridin-7-yl}methyl)-1-{[(2S)-oxetan-2-yl]methyl}-1H-1,3-benzodiazole-6-carboxylic acid ClC1=CC(=C(C(=C1)F)COC1=NC=2CN(CCC2C=C1C(F)(F)F)CC1=NC2=C(N1C[C@H]1OCC1)C=C(C=C2)C(=O)O)F